C1(CC1)NC=1C2=C(N=C(N1)NC1=C(C=C(C=C1)S(=O)(=O)C1CNCCO1)OC)NC=C2C(F)(F)F N4-cyclopropyl-N2-(2-methoxy-4-(morpholino-sulfonyl)phenyl)-5-(trifluoromethyl)-7H-pyrrolo[2,3-d]pyrimidine-2,4-diamine